4-(4-Benzyl-piperidin-1-yl)-phenoxyl-6,7-dimethoxy-quinoline C(C1=CC=CC=C1)C1CCN(CC1)C1=CC=C(OC2=NC3=CC(=C(C=C3C=C2)OC)OC)C=C1